ClC=1C=CC(=C(C1)C1=CC(=C(N=N1)N(CC1(C(OCC1)=O)C)C)NC1=CC(=NC=N1)NC(=O)CN1CCN(CCC1)C(=O)OC(C)(C)C)F tert-butyl 4-{[(6-{[6-(5-chloro-2-fluorophenyl)-3-{methyl[(3-methyl-2-oxooxolan-3-yl)methyl]amino}pyridazin-4-yl]amino}pyrimidin-4-yl)carbamoyl]methyl}-1,4-diazepane-1-carboxylate